(6-(3-(piperidin-1-yl)propoxy)pyridin-3-yl)boronic acid N1(CCCCC1)CCCOC1=CC=C(C=N1)B(O)O